ClC=1C=C(C=C(C1F)Cl)C1(CC(=NO1)N1CC2=C(C1)C(=C(S2)C(=O)NOC)C)C(F)(F)F 5-(5-(3,5-dichloro-4-fluorophenyl)-5-(trifluoromethyl)-4,5-dihydroisoxazol-3-yl)-N-methoxy-3-methyl-5,6-dihydro-4H-thieno[2,3-c]pyrrole-2-carboxamide